COC1=C(C=CC(=C1)OC)CNC=1C2=C(N=CN1)N(C=C2C2=NN(C=C2)C)C2CCC(C2)O 4-(4-{[(2,4-dimethoxyphenyl)methyl]Amino}-5-(1-methyl-1H-pyrazol-3-yl)-7H-pyrrolo[2,3-d]Pyrimidin-7-yl)cyclopentan-1-ol